FC=1C=CC=C2C(C=3C(=NC(=CC3C(F)(F)F)C)C12)C1=CC=CC=C1 9-Fluoro-2-methyl-5-phenyl-4-(trifluoromethyl)-5H-indeno[1,2-b]pyridine